(E)-1-(4-((4-amino-7-isopropyl-5-(4-phenoxyphenyl)-7H-pyrrolo[2,3-d]pyrimidin-6-yl)ethynyl)-4-hydroxy-piperidin-1-yl)-4-(dimethylamino)but-2-en-1-one NC=1C2=C(N=CN1)N(C(=C2C2=CC=C(C=C2)OC2=CC=CC=C2)C#CC2(CCN(CC2)C(\C=C\CN(C)C)=O)O)C(C)C